The molecule is a straight-chain, fourteen-carbon, long-chain saturated fatty acid mostly found in milk fat. It has a role as a human metabolite, an EC 3.1.1.1 (carboxylesterase) inhibitor, a Daphnia magna metabolite and an algal metabolite. It is a long-chain fatty acid and a straight-chain saturated fatty acid. It is a conjugate acid of a tetradecanoate. CCCCCCCCCCCCCC(=O)O